ClC=1C(=CC=C2N=CC(=NC12)C=1C=NNC1)OC=1C=CC2=C(N(C=N2)COCC[Si](C)(C)C)C1 8-chloro-2-(1H-pyrazol-4-yl)-7-((1-((2-(trimethylsilyl)ethoxy)methyl)-1H-benzo[d]imidazol-6-yl)oxy)quinoxaline